OC(CCCC(=O)OCCCCC(CCCCCCCCCC)CCCCCCCCCC)CCCCCCC 5-decylpentadecyl 5-hydroxydodecanoate